(2-(prop-2-yn-1-yl)morpholino)aniline methyl-3-{2-[(cyclopropylmethyl)amino]-1,3-thiazole-5-amido}-4-ethylbenzoate COC(C1=CC(=C(C=C1)CC)NC(=O)C1=CN=C(S1)NCC1CC1)=O.C(C#C)C1OCCN(C1)NC1=CC=CC=C1